F[C@@H]1C[C@H](NC1)C(=O)N[C@H](C1=CC=CC=C1)C1=NC(=C(C=C1)C1(CC1)C)F (2S,4R)-4-fluoro-N-((R)-(6-fluoro-5-(1-methylcyclopropyl)pyridin-2-yl)(phenyl)methyl)pyrrolidine-2-carboxamide